S1C(=CC=C1)C1=CC=NN1 5-(2-thienyl)pyrazole